3-Hydroxyadipic acid OC(CC(=O)O)CCC(=O)O